C(C=C)OC(=O)NCC(=O)NCC(=O)N[C@H](C(=O)ON1C(CCC1=O)=O)CC1=CC=CC=C1 (2,5-dioxopyrrolidin-1-yl) (2S)-2-[[2-[[2-(allyloxycarbonylamino)acetyl]amino]acetyl]amino]-3-phenyl-propanoate